F[C@H]1C[C@H](N(C1)C(CN1C[C@@H](CC1)NC1=C2C=CC=NC2=CC=C1OC)=O)C#N (2S,4S)-4-fluoro-1-(2-[(3R)-3-[(6-methoxy-5-quinolyl)amino]pyrrolidin-1-yl]acetyl)pyrrolidine-2-carbonitrile